CC1=C2C=CC=C2C=C(C12CC2)O[Si](CC)(CC)CC (S)-4'-methyl-6'-((triethylsilyl)oxy)spiro[cyclopropane-1,5'-inden]